(trans)-3-(((3-exo)-3-((7-((5-methyl-1H-pyrazol-3-yl)amino)-1,6-naphthyridin-5-yl)amino)-8-azabicyclo[3.2.1]octan-8-yl)methyl)cyclobutane-1-carbonitrile CC1=CC(=NN1)NC1=NC(=C2C=CC=NC2=C1)NC1CC2CCC(C1)N2C[C@@H]2C[C@H](C2)C#N